C(C)(C)(C)N1N=CC(=C(C1=O)C)Cl 2-(tert-butyl)-5-chloro-4-methylpyridazin-3(2H)-one